ethyl 2-chloro-6-(chlorosulfonyl)-4H-thieno[3,2-b]pyrrole-5-carboxylate ClC1=CC=2NC(=C(C2S1)S(=O)(=O)Cl)C(=O)OCC